1-isopropyl-2-methyl-6-(5-(1,3,5-trimethyl-1H-pyrazol-4-yl)-1H-pyrrolo[2,3-b]pyridin-3-yl)-1H-imidazo[4,5-c]pyridine C(C)(C)N1C(=NC=2C=NC(=CC21)C2=CNC1=NC=C(C=C12)C=1C(=NN(C1C)C)C)C